CC1CCC(CC1)C(COCCC)(COCCC)CCC(CCC(C)C)(CCC(C)C)Br 2-(4-methylcyclohexyl)-2-(3-bromo-3-isopentyl-6-methylheptyl)-1,3-dipropoxypropane